2-{4-[(3-nitrophenyl)methyl]piperazin-1-yl}-N-(pyridin-2-ylmethyl)acetamide benzyl-N-{1-tert-butyl-3-[(1S,3R)-3-[(tert-butyldimethylsilyl)oxy]cyclopentyl]-1H-pyrazol-5-yl}carbamate C(C1=CC=CC=C1)OC(NC1=CC(=NN1C(C)(C)C)[C@@H]1C[C@@H](CC1)O[Si](C)(C)C(C)(C)C)=O.[N+](=O)([O-])C=1C=C(C=CC1)CN1CCN(CC1)CC(=O)NCC1=NC=CC=C1